C(C=C)C=1C=NC=CC1NC(OC(C)(C)C)=O tert-butyl (3-allylpyridin-4-yl)carbamate